OC(C[N-]CCCCCCCCCCCCCC)C (2-hydroxypropyl)tetradecylamide